2-cyclopropyl-7-formyl-6-methoxypyrrolo[3,2-c]pyridine-3-carbonitrile C1(CC1)C1=C(C=2C=NC(=C(C2N1)C=O)OC)C#N